CC1=CC2=C([CH-]1)C=CC=C2C3=CC=CC=C3.CC1=CC2=C([CH-]1)C=CC=C2C3=CC=CC=C3.C[Si](=[Zr+2])C.[Cl-].[Cl-] (dimethylsilylene)bis(2-methyl-4-phenylindenyl)zirconium dichloride